4-(hydroxyimino)pentanoic acid ON=C(CCC(=O)O)C